BrC1=NC=CC(=C1C(=O)OCC)C ethyl 2-bromo-4-methyl-pyridine-3-carboxylate